C1(CCCCC1)C[C@@H](C(=O)N[C@H](C(=O)OC)C[C@H]1C(NCC1)=O)NC(=O)C=1NC2=CC=CC(=C2C1)OC methyl (2S)-2-[[(2S)-3-cyclohexyl-2-[(4-methoxy-1H-indole-2-carbonyl)amino]propanoyl]amino]-3-[(3S)-2-oxopyrrolidin-3-yl]propanoate